C1(CC1)N(C1=C(C(=NC=N1)NC1CC12CCN(C2)S(=O)(=O)C)F)CC2=CC=C(C=C2)C(F)(F)F N6-cyclopropyl-5-fluoro-N4-(6-methylsulfonyl-6-azaspiro[2.4]heptan-2-yl)-N6-[[4-(trifluoromethyl)phenyl]methyl]pyrimidine-4,6-diamine